C=C=C=C=C=C=C=C=C=C=C=C=C=C=C(C=C=C=CCCCCC)C(=O)N tetracosaheptadecene-15-carboxamide